COC=1C=C(C=C(C1OC)OC)C1=CC=CC(=N1)Br 6-(3,4,5-trimethoxyphenyl)-2-bromopyridine